CC1=NC(=CC(=C1)C=1NC2=CC=C(C=C2C1C(C)C)OCC1CCN(CC1)CCO)C 2-(4-(((2-(2,6-dimethylpyridin-4-yl)-3-isopropyl-1H-indol-5-yl)oxy)methyl)piperidin-1-yl)ethan-1-ol